Dipiperidyl-Urea N1(CCCCC1)NC(NN1CCCCC1)=O